24-Hydroxy-pentacosanoic acid OC(CCCCCCCCCCCCCCCCCCCCCCC(=O)O)C